ClC1=CC=C(C[C@]2(CN(CCC2)S(=O)(=O)C2=CC=C(C=C2)[N+](=O)[O-])N)C=C1 (R)-3-(4-chlorobenzyl)-1-((4-nitrophenyl)sulfonyl)piperidin-3-amine